(2R)-2-methyl-7-(trifluoromethyl)-2,3,4,4a,9,9a-hexahydroindeno[2,1-b][1,4]oxazine C[C@@H]1CNC2C(O1)CC=1C=C(C=CC12)C(F)(F)F